OCCC1=C(N=CS1)C 5-(beta-hydroxyethyl)-4-methylthiazole